1-methyl-3-(2-methyl-6-(trifluoromethyl)pyrimidin-4-yl)-1-(2-(thieno[3,2-d]pyrimidine-4-carbonyl)-2-azaspiro[3.3]heptan-6-yl)urea CN(C(=O)NC1=NC(=NC(=C1)C(F)(F)F)C)C1CC2(CN(C2)C(=O)C=2C3=C(N=CN2)C=CS3)C1